4-(3,5-dimethyl-4-nitro-1H-pyrazol-1-yl)piperidine CC1=NN(C(=C1[N+](=O)[O-])C)C1CCNCC1